2-(piperidin-1-yl)benzo[d]oxazol-6-amine N1(CCCCC1)C=1OC2=C(N1)C=CC(=C2)N